Phenyl-3,4-dihydronaphthalene tartrate C(=O)(O)C(O)C(O)C(=O)O.C1(=CC=CC=C1)C1=CCCC2=CC=CC=C12